O[C@]1(CNCCC1)C (R)-3-hydroxy-3-methylpiperidine